CC(C)OCC(C)=O 1-propan-2-yloxypropan-2-one